2,3,5-triiodo-benzoic acid IC1=C(C(=O)O)C=C(C=C1I)I